ethyl 6-bromo-7-((diethoxyphosphoryl)difluoromethyl)quinazoline-2-carboxylate BrC=1C=C2C=NC(=NC2=CC1C(F)(F)P(=O)(OCC)OCC)C(=O)OCC